O=C1NC(CCC1NC=1C=C(CN2CCN(CC2)C2=CC=C(C=C2)C2=CC=C3CN(C(C3=C2)=O)C(C(=O)NC=2SC=CN2)C2=C(C=CC(=C2)F)O)C=CC1)=O 2-(6-(4-(4-(3-((2,6-dioxopiperidin-3-yl)amino)benzyl)piperazin-1-yl)phenyl)-1-oxoisoindolin-2-yl)-2-(5-fluoro-2-hydroxyphenyl)-N-(thiazol-2-yl)acetamide